4-(2-oxa-8-azaspiro[4.5]dec-7-yl)benzonitrile C1OCCC12CC(NCC2)C2=CC=C(C#N)C=C2